COC1=C(C=CC(=C1)OC)C(C=CC1=CC(=C(C=C1)OC)O)=O 1-(2,4-Dimethoxyphenyl)-3-(3-hydroxy-4-methoxyphenyl)prop-2-en-1-one